FC1=CC=C(C=C1)N1N=CC2=CC(=C(C=C12)C)C=1CCN(CC1)S(=O)(=O)C 1-(4-fluorophenyl)-6-methyl-5-(1-(methylsulfonyl)-1,2,3,6-tetrahydropyridin-4-yl)-1H-indazole